2,5-dichloro-N'-((4-hydroxy-3-methoxybenzoyl)oxy)-4,6-dimethylnicotinimidamide ClC1=C(C(N)=NOC(C2=CC(=C(C=C2)O)OC)=O)C(=C(C(=N1)C)Cl)C